BrC=1C=C(C=CC1)CS(=O)(=O)CC1=CC(=CC=C1)Br 3-Bromo-phenyl-methyl sulfone